methyl 5-bromo-3-(ethyl (4-((2-methoxyethyl) (methyl) amino) cyclohexyl) amino)-2-methylbenzoate BrC=1C=C(C(=C(C(=O)OC)C1)C)N(C1CCC(CC1)N(C)CCOC)CC